1-(tert-butoxycarbonyl)pyrazol-4-ylboronic acid C(C)(C)(C)OC(=O)N1N=CC(=C1)B(O)O